O[C@H](C(=O)[O-])C.C(C)[NH+]1CCN(CC1)C1=C(C=C(C=C1)C(=O)N1CCC(CC1)C1=CC=C(C=C1)OC=1C=NC(=CC1)C(F)(F)F)NS(=O)(=O)CC1=CC=CC=C1 1-ethyl-4-(2-((phenylmethyl)sulfonamido)-4-(4-(4-((6-(trifluoromethyl)pyridin-3-yl)oxy)-phenyl)piperidine-1-carbonyl)phenyl)piperazin-1-ium (S)-2-hydroxypropanoate